BrC1=C(C=CC(=C1)Cl)C(C(=O)Cl)(C)C 2-(2-bromo-4-chlorophenyl)-2-methylpropionyl chloride